tert-butyl (5-(5-decylbenzo[d]oxazol-2-yl)pentyl)carbamate C(CCCCCCCCC)C=1C=CC2=C(N=C(O2)CCCCCNC(OC(C)(C)C)=O)C1